6-(4-chloro-3-methoxy-phenyl)pyrimidine-4-carboxylic acid ClC1=C(C=C(C=C1)C1=CC(=NC=N1)C(=O)O)OC